2-[2-[(4-sulfamoyl-1,3-benzothiazol-2-yl)methylcarbamoyl]indan-2-yl]acetic Acid S(N)(=O)(=O)C1=CC=CC2=C1N=C(S2)CNC(=O)C2(CC1=CC=CC=C1C2)CC(=O)O